16α-n-octylamino-17β-(1-hydroxy-1-methyl-ethyl)androsta-5-en-3β-ol C(CCCCCCC)N[C@H]1[C@@H]([C@]2(C)[C@@H](C1)[C@@H]1CC=C3C[C@H](CC[C@]3(C)[C@H]1CC2)O)C(C)(C)O